tert-butyl 4-(3-isopropyl-2-(4-methylbenzo[d]oxazol-6-yl)-1H-indol-5-yl)piperidine-1-carboxylate C(C)(C)C1=C(NC2=CC=C(C=C12)C1CCN(CC1)C(=O)OC(C)(C)C)C1=CC2=C(N=CO2)C(=C1)C